ClC=1C(=CC2=C(OCCC3=C2SC=C3)C1)C(=O)OC methyl 8-chloro-4,5-dihydrobenzo[b]thieno[2,3-d]oxepine-9-carboxylate